The molecule is a dipeptide zwitterion obtained by transfer of two protons from the carboxy to the amino and guanidino groups of beta-Asp-Arg; major species at pH 7.3. It is a tautomer of a beta-Asp-Arg. C(C[C@@H](C(=O)[O-])NC(=O)C[C@@H](C(=O)[O-])[NH3+])C[NH+]=C(N)N